IC1=NNC2=NC(=NC=C21)N2CC1(CN(C1)C1=CC(=NC=C1)C(F)(F)F)CC2 3-iodo-6-(2-(2-(trifluoromethyl)pyridin-4-yl)-2,6-diazaspiro[3.4]octan-6-yl)-1H-pyrazolo[3,4-d]pyrimidine